C(C1=CC=CC=C1)OC=1C=2C3=C(N(C2C=CC1)C1=CC(=C(C=C1)F)C)C(COC31CCC(CC1)(C(=O)O)F)(C)C (1R,4R)-9'-(benzyloxy)-4-fluoro-5'-(4-fluoro-3-methylphenyl)-4',4'-dimethyl-4',5'-dihydro-3'H-spiro[cyclohexane-1,1'-pyrano[4,3-b]indole]-4-carboxylic acid